N1=CC=C(C=C1)C=1NC(C(=C(N1)C1CCOCC1)C(F)(F)F)=O 2-(4-pyridinyl)-4-tetrahydropyran-4-yl-5-(trifluoromethyl)-1H-pyrimidin-6-one